2-(3-(9,9-diphenyl-9H-fluoren-2-yl)phenyl)-4,6-diphenylpyrimidine C1(=CC=CC=C1)C1(C2=CC=CC=C2C=2C=CC(=CC12)C=1C=C(C=CC1)C1=NC(=CC(=N1)C1=CC=CC=C1)C1=CC=CC=C1)C1=CC=CC=C1